5-(chloromethyl)-3-((1R,5S,6R)-3-(3,4-difluorophenyl)-3-azabicyclo[3.1.0]Hexane-6-yl)-1,2,4-oxadiazole ClCC1=NC(=NO1)C1[C@H]2CN(C[C@@H]12)C1=CC(=C(C=C1)F)F